(S)-3-(pyridin-4-yl)-3-(1-(trifluoromethyl)cyclopropyl)propanoic acid N1=CC=C(C=C1)[C@H](CC(=O)O)C1(CC1)C(F)(F)F